4-(1H-benzo[d]imidazol-4-yl)-5-chloropyrimidine-2-carboxylic acid N1C=NC2=C1C=CC=C2C2=NC(=NC=C2Cl)C(=O)O